2-(2-methoxyphenyl)-4H-pyrrolo[2,3-d]thiazole-5-carboxamide COC1=C(C=CC=C1)C=1SC2=C(N1)NC(=C2)C(=O)N